2-methyl-9,10-dimethoxymethyl-oxyanthracene CC1=CC2=C(C3=CC=CC=C3C(=C2C=C1)OCOC)OCOC